NC=1SC(=C(C1C(=O)C1=C(C=CC=C1)Cl)C)C (2-amino-4,5-dimethylthiophen-3-yl)(2-chlorophenyl)methanone